8-((3-methoxybenzyl)thio)-1,3,7-trimethyl-1H-purine-2,6(3H,7H)-dione COC=1C=C(CSC2=NC=3N(C(N(C(C3N2C)=O)C)=O)C)C=CC1